5-iodododecan-1-ol IC(CCCCO)CCCCCCC